C(/C(/Cl)=C(/Cl)\C=O)(=O)OC(/C(/Cl)=C(/Cl)\C=O)=O mucochloric anhydride